S(C)(=O)(=O)O.C(CCCCCCCCCCCCC)(=O)OCCNCCOC(CCCCCCCCCCCCC)=O azanediylbis(ethane-2,1-diyl) bistetradecanoate mesylate